COC(C(CC(C)([N+](=O)[O-])C)C)=O methyl-2,4-dimethyl-4-nitro-pentanoate